8-(2-cyano-4-fluorophenyl)-9-(4-((1-(3-fluoropropyl)azetidin-3-yl)methyl)phenyl)-6,7-dihydro-5H-benzo[7]annulene-3-carboxylic acid hydrochloride Cl.C(#N)C1=C(C=CC(=C1)F)C=1CCCC2=C(C1C1=CC=C(C=C1)CC1CN(C1)CCCF)C=CC(=C2)C(=O)O